C1(CCCC1)N1N=C(C=C1C1=C(C=CC=C1OC)OC)C(=O)N[C@H](CC(=O)NC1CC(C1)(F)F)CCN1CCCCC1 (3S)-3-{[1-cyclopentyl-5-(2,6-dimethoxyphenyl)-1H-pyrazol-3-yl]formamido}-N-(3,3-difluorocyclobutyl)-5-(piperidin-1-yl)pentanamide